COC(=O)C1=CSC=2C1=NC(=C(C2C(F)(F)F)C)OC2CCN(CC2)C(=O)OC(C)(C)C 5-((1-(tert-Butoxycarbonyl)piperidin-4-yl)oxy)-6-methyl-7-(trifluoromethyl)thieno[3,2-b]pyridine-3-carboxylic acid methyl ester